N-((4-(3-Cyclopropyl-1,2,4-oxadiazol-5-yl)bicyclo[2.2.2]octan-1-yl)methyl)-3-fluoro-N-(3-(5-fluorobenzo[d]oxazol-2-yl)phenyl)bicyclo[1.1.1]pentane-1-carboxamide C1(CC1)C1=NOC(=N1)C12CCC(CC1)(CC2)CN(C(=O)C21CC(C2)(C1)F)C1=CC(=CC=C1)C=1OC2=C(N1)C=C(C=C2)F